O1CCOC12CCC(CC2)C2CCN(CC2)C2=CC=C(C=C2)C2C(NC(CC2)=O)=O 3-[4-[4-(1,4-dioxaspiro[4.5]decan-8-yl)-1-piperidyl]phenyl]-piperidine-2,6-dione